FC1=CC=C(C=C1)CN1CCN(CC1)C(=O)C=1N=C(C2=C(N1)OC(=C2)C)NC2(CC2)C {4-[(4-fluorophenyl)methyl]piperazine-1-carbonyl}-6-methyl-N-(1-methylcyclopropyl)furo[2,3-d]pyrimidin-4-amine